4-bromo-5,5-difluoro-1-(tetrahydro-2H-pyran-2-yl)-1,5,6,7-tetrahydrocyclopenta[f]indazole BrC1=C2C=NN(C2=CC2=C1C(CC2)(F)F)C2OCCCC2